FC(C)(F)C=1C=C(C=CC1)C1=CN=CC(=N1)CN1C(O[C@H](C1)C)=O (5S)-3-[[6-[3-(1,1-Difluoroethyl)phenyl]pyrazin-2-yl]methyl]-5-methyl-oxazolidin-2-one